CC1=C(C(=CC=C1)C)C=1C2=C(N=C(N1)N)C(CC2)(C2=CC=CC=C2)C 4-(2,6-Dimethylphenyl)-7-methyl-7-phenyl-5,6-dihydrocyclopenta[d]pyrimidin-2-amine